acrylic acid iodide C(C=C)(=O)I